SCCCCCC(=O)O.SCCCCCC(=O)O.SCCCCCC(=O)O.CC(CC)(C)C trimethylpropane tris(6-mercaptohexanoate)